C1(CC1)NC(=O)C1=CC=2N=C(N=C(C2O1)N1CCOCC1)N1N=C(C=C1)C=1C=C(C=CC1)C N-cyclopropyl-4-morpholino-2-(3-(m-tolyl)-1H-pyrazol-1-yl)furo[3,2-d]pyrimidine-6-carboxamide